N1CCC(CC1)OC1CC(C1)OC1=NC=CC=C1 2-[(1r,3r)-3-(piperidin-4-yloxy)cyclobutoxy]pyridine